The molecule is an acyl-CoA oxoanion that is the pentaanion of trans-2-decenedioyl-CoA, arising from deprotonation of the phosphate, diphosphate and carboxylic acid functions; major species at pH 7.3. It is a conjugate base of a trans-2-decenedioyl-CoA. CC(C)(COP(=O)([O-])OP(=O)([O-])OC[C@@H]1[C@H]([C@H]([C@@H](O1)N2C=NC3=C(N=CN=C32)N)O)OP(=O)([O-])[O-])[C@H](C(=O)NCCC(=O)NCCSC(=O)/C=C/CCCCCCC(=O)[O-])O